1-(5-bromo-2-methylbenzenesulfonyl)-8-methyl-1,2,3,4-tetrahydroquinoline BrC=1C=CC(=C(C1)S(=O)(=O)N1CCCC2=CC=CC(=C12)C)C